2-(3,5-dimethylisoxazol-4-yl)pyrimidin-5-amine CC1=NOC(=C1C1=NC=C(C=N1)N)C